1-(2-(tert-butyl)phenyl)-6,7-dichloropyrido[2,3-d]Pyrimidine-2,4(1H,3H)-dione C(C)(C)(C)C1=C(C=CC=C1)N1C(NC(C2=C1N=C(C(=C2)Cl)Cl)=O)=O